FC1(CC1)C(=O)NC1=CC=C(C=C1)CNC1=NC(=NC=2N1N=CC2C(C)C)N2C[C@H](CC2)O (S)-1-fluoro-N-(4-(((2-(3-hydroxypyrrolidin-1-yl)-8-isopropylpyrazolo[1,5-a][1,3,5]triazin-4-yl)amino)methyl)phenyl)cyclopropane-1-carboxamide